ClC=1C=C(/C=C/C2=CC(=C(C=C2)O)CNC2=CC=C(C=C2)N(C)C)C=CC1Cl (E)-4-(3,4-dichlorostyryl)-2-(((4-(dimethylamino)phenyl)amino)methyl)phenol